C(C)OC[C@]1(CN(CC1)CC(=O)C=1C=NC(=CC1)C)CCC1=NC=C(C=C1)F |o1:4| (R or S)-2-(3-(ethoxymethyl)-3-(2-(5-fluoropyridin-2-yl)ethyl)pyrrolidin-1-yl)-1-(6-methylpyridin-3-yl)ethan-1-one